5-[S-(3-cyclopropyl-2-fluorophenyl)sulfonimidoyl]-N-[2-(2,4-dimethylphenyl)-2,2-difluoroethyl]-2-methylpyrimidine-4-carboxamide C1(CC1)C=1C(=C(C=CC1)S(=O)(=N)C=1C(=NC(=NC1)C)C(=O)NCC(F)(F)C1=C(C=C(C=C1)C)C)F